C1(=CC=CC=2OC3=C(C21)C=CC=C3)[2H] dibenzofurane-d